CCCC#CCCCCCO Non-4-yn-9-ylmethanol